7-bromo-5-fluoro-1,1-dimethyl-2,3-dihydro-1H-pyrrolo[1,2-a]benzimidazole BrC=1C=C(C2=C(N3C(=N2)CCC3(C)C)C1)F